NC1=C(SC=2N=C(N=CC21)C)C(=O)NC2CC=1C=CC(=NC1CC2)N2CC1(CCOC1)C(C2)N 5-amino-N-(2-{9-amino-2-oxa-7-azaspiro[4.4]nonan-7-yl}-5,6,7,8-tetrahydroquinolin-6-yl)-2-methylthieno[2,3-d]pyrimidine-6-carboxamide